N-(azetidin-3-yl)-6-methoxypyridine-2-carboxamide hydrochloride Cl.N1CC(C1)NC(=O)C1=NC(=CC=C1)OC